F[C@H]1[C@H](C1)C(=O)NC1=NC=C2C=C(C=NC2=C1)C=1C=NC(=CC1C)C(CC)=O (1R,2R)-2-fluoro-N-(3-(4-methyl-6-propionylpyridin-3-yl)-1,6-naphthyridin-7-yl)cyclopropane-1-carboxamide